[N+](=O)([O-])C=1C(N(C=CC1)CC(=O)O)=O 2-(3-nitro-2-oxopyridin-1(2H)-yl)acetic acid